3-(2-(4-(5-chloro-2-(1H-tetrazol-1-yl)phenyl)-2,5-dioxopiperazin-1-yl)-3-phenylpropanamido)benzoic acid ClC=1C=CC(=C(C1)N1CC(N(CC1=O)C(C(=O)NC=1C=C(C(=O)O)C=CC1)CC1=CC=CC=C1)=O)N1N=NN=C1